C(C)C=1N=C2N(C=C(C=C2C)N2CCN(CC2)CC(=O)N2CC(C2)O)C1N(C=1SC(=C(N1)C1=CC=C(C=C1)F)C#N)C 2-((2-ethyl-6-(4-(2-(3-hydroxyazetidin-1-yl)-2-oxoethyl)piperazin-1-yl)-8-methylimidazo[1,2-a]pyridin-3-yl)(methyl)amino)-4-(4-fluorophenyl)thiazole-5-carbonitrile